CC1=C(C(=CC(=C1)N1CCOCC1)C)NC(CC1=CC=CC=C1)=O N-(2,6-Dimethyl-4-morpholin-4-yl-phenyl)-2-phenyl-acetamide